C(C=C)(=O)NC1=C(C=CC=C1)C=1C=C2[C@H](C3(N(C(C2=CC1)=O)CC1=CC(=C(C=C1)C(F)(F)F)F)CCCC3)C(=O)O (R)-6'-(2-acrylamidophenyl)-2'-(3-fluoro-4-(trifluoromethyl)benzyl)-1'-oxo-1',4'-dihydro-2'H-spiro[cyclopentane-1,3'-isoquinoline]-4'-carboxylic acid